4-(5-Chloro-2-((1-methyl-1H-pyrazol-4-yl)amino)pyrimidin-4-yl)phenol ClC=1C(=NC(=NC1)NC=1C=NN(C1)C)C1=CC=C(C=C1)O